3-(ethylsulfonyl)-2-pyridinesulfonamide C(C)S(=O)(=O)C=1C(=NC=CC1)S(=O)(=O)N